3-(2-(4-chloro-3-fluorophenyl)oxazol-5-yl)bicyclo[1.1.1]pentan-1-amine ClC1=C(C=C(C=C1)C=1OC(=CN1)C12CC(C1)(C2)N)F